NC1=C(C(=NC=N1)NCC1CCN(CC1)C(C=C)=O)C1=CC=C(C=C1)OC1=CC=CC=C1 1-(4-(((6-amino-5-(4-phenoxyphenyl)pyrimidin-4-yl)amino)methyl)piperidin-1-yl)prop-2-en-1-one